C(\C=C\C=CC)O trans-2,4-hexadien-1-ol